C(C1=CC=CC=C1)OC1C[C@H]2CC(C[C@@H](C1)N2C(=O)OCC2=CC=CC=C2)O benzyl (1r,3s,5s,7s)-3-(benzyloxy)-7-hydroxy-9-azabicyclo[3.3.1]nonane-9-carboxylate